Cerium silylamide [SiH3][NH-].[Ce+3].[SiH3][NH-].[SiH3][NH-]